FC=1C=C(C=CC1F)C1=C(N=C(C2=C(C=CC=C12)O)CCC(=O)O)C1CCOCC1 3-[4-(3,4-difluorophenyl)-8-hydroxy-3-tetrahydropyran-4-yl-1-isoquinolyl]propanoic acid